FC(OC1=CC=CC(=N1)C(C)=O)(F)F 1-[6-(trifluoromethoxy)pyridin-2-yl]ethanone